2-((4-chlorophenyl)(4-(p-tolyl)piperazin-1-yl)methyl)phenol ClC1=CC=C(C=C1)C(C1=C(C=CC=C1)O)N1CCN(CC1)C1=CC=C(C=C1)C